CC1(CC(C=2C(NC=3C=CC4=C(C3C2C1)C=CC=C4)C4=CC(=C(C=C4)SC=4N(C=CN4)C)[N+](=O)[O-])=O)C 2,2-dimethyl-5-(4-((1-methyl-1H-imidazol-2-yl)thio)-3-nitrophenyl)-2,3,5,6-tetrahydrobenzo[a]phenanthridin-4(1H)-one